benzo[h]quinolyl-pentamethyl-cyclopentadienyl-rhodium N1=C(C=CC2=CC=C3C(=C12)C=CC=C3)[Rh]C3(C(=C(C(=C3C)C)C)C)C